C1(CCC1)N1N=C(C(=C1NC(CC(C)(C)O)=O)C)C1CC(C1)(F)F N-(1-cyclobutyl-3-(3,3-difluorocyclobutyl)-4-methyl-1H-pyrazol-5-yl)-3-hydroxy-3-methylbutanamide